O1C(=NN=C1)C(=O)O 1,3,4-oxadiazole-2-carboxylic acid